2-(3-(4-fluorophenyl)-5-(hydroxymethyl)-1H-pyrazol-1-yl)-2-methylpropan-1-ol FC1=CC=C(C=C1)C1=NN(C(=C1)CO)C(CO)(C)C